[C@@H]12CC(C[C@@H](CC1)C2)C2=C1C=CC(=C(C1=CC(=C2)CCC21CCCC1CCC2)C)C2=CCC1=CC=C(C(=C21)C#C)C 5-((1R,5S)-bicyclo[3.2.1]octan-3-yl)-2-(4-ethynyl-5-methyl-1H-inden-3-yl)-7-(2-(hexahydropentalen-3a(1H)-yl)ethyl)-1-methylnaphthalene